ClCC1=NN(C=N1)C1OCCCC1 3-(chloromethyl)-1-(tetrahydro-2H-pyran-2-yl)-1H-1,2,4-triazole